N1=C(C=CC=C1)C(C)C1=CC=C(C(=O)O)C=C1 4-[1-(pyridin-2-yl)ethyl]benzoic acid